4-((3,5-Bis(9,9-dimethyl-9H-fluoren-1-yl)phenyl)(pyridin-3-yl)amino)isophthalonitrile CC1(C2=CC=CC=C2C=2C=CC=C(C12)C=1C=C(C=C(C1)C1=CC=CC=2C3=CC=CC=C3C(C12)(C)C)N(C1=C(C=C(C#N)C=C1)C#N)C=1C=NC=CC1)C